ClC=1C=C(CNCCC(=O)NCCCNC2=NC3=C(C4=CN=CC=C24)C=CC(=C3)C(=O)N)C=CC1Cl 5-((3-(3-((3,4-Dichlorobenzyl)amino)propanamido)propyl)amino)benzo[c][2,6]naphthyridine-8-carboxamide